N-[(6S)-2-[(8S)-8-amino-2-oxa-6-azaspiro[3.4]octan-6-yl]-5,6,7,8-tetrahydroquinolin-6-yl]-1-ethyl-1H-pyrrolo[2,3-b]pyridine-5-carboxamide N[C@@H]1CN(CC12COC2)C2=NC=1CC[C@@H](CC1C=C2)NC(=O)C=2C=C1C(=NC2)N(C=C1)CC